CC1(C[C@@H](NC=2N1N=CC2C(=O)O)C2=CC=CC=C2)C (5R)-7,7-dimethyl-5-phenyl-4,5,6,7-tetrahydropyrazolo[1,5-a]pyrimidine-3-carboxylic acid